CCCCCCCCCCC=CCCCCCCCCCCCCC 11-Pentacosene